1'-[(S)-1-methyl-2-{1-[(cis)-3-hydroxy-3-methylcyclobutyl]-7-(trifluoromethyl)-1H-1,3-benzimidazol-5-yloxy}ethyl]-5-chlorospiro[indoline-3,4'-piperidin]-2-one C[C@@H](COC1=CC2=C(N(C=N2)C2CC(C2)(C)O)C(=C1)C(F)(F)F)N1CCC2(CC1)C(NC1=CC=C(C=C12)Cl)=O